OCC(CO)CCCC(CO)CO 2,6-bis(hydroxymethyl)-1,7-heptanediol